4-(1,1-difluoroethyl)benzyl alcohol FC(C)(F)C1=CC=C(CO)C=C1